[N+](=O)([O-])C=1C=C(C=CC1)CCC(=O)N 3-nitrobenzenepropionamide